FC=1C=C(C2=C(SC=C2)C1)N1CCN(CC1)CCC1=CC=C2CCC(N(C2=C1)C(=O)OC(C)C)=O isopropyl 7-(2-(4-(6-fluorobenzo[b]thiophen-4-yl)piperazin-1-yl)ethyl)-2-oxo-3,4-dihydroquinoline-1(2H)-carboxylate